4-(4-(benzofuran-3-yl)-1H-pyrrol-2-yl)-4-oxobutanoic acid O1C=C(C2=C1C=CC=C2)C=2C=C(NC2)C(CCC(=O)O)=O